1-(pyrazolo[1,5-a]pyridin-6-yl)propan-1-one N1=CC=C2N1C=C(C=C2)C(CC)=O